C(C)(C)(C)OC(=O)N1C=CC2=CC=C(C=C12)CN(C1=NC2=CC(=CC=C2N=C1)N1CCCCC1)C(=O)OC(C)(C)C.N1C=CC2=CC=C(C=C12)CNC1=NC2=CC(=CC=C2N=C1)N1CCCCC1 N-(1H-indol-6-ylmethyl)-7-(piperidin-1-yl)quinoxalin-2-amine tert-butyl-6-{[(tert-butoxycarbonyl)[7-(piperidin-1-yl)quinoxalin-2-yl]amino]methyl}indole-1-carboxylate